BrC=1C=C(C=CC1COC1=CC=NC2=CC(=CC=C12)OC)[SH2](=O)C=N (3-bromo-4-{[(7-methoxyquinolin-4-yl)oxy]methyl}phenyl)(imino)methyl-λ6-sulfanone